1-(2-(5-methyl-2,6-dioxo-1,2,3,6-tetrahydropyrimidin-4-yl)phenyl)-3-(3-(2-(piperidin-1-yl)ethoxy)phenyl)urea CC1=C(NC(NC1=O)=O)C1=C(C=CC=C1)NC(=O)NC1=CC(=CC=C1)OCCN1CCCCC1